ClC1=CC(=C2C(C(=CN(C2=N1)C1=NC(=NS1)N1CCOCC1)C(=O)O)=O)C 7-chloro-5-methyl-1-[3-(morpholin-4-yl)-1,2,4-thiadiazol-5-yl]-4-oxo-1,4-dihydro-1,8-naphthyridine-3-carboxylic acid